2-methoxy-5-((2-oxo-1,2-dihydropyridin-4-yl)methoxy)isonicotinaldehyde COC=1C=C(C=O)C(=CN1)OCC1=CC(NC=C1)=O